(12aR)-3,4,12,12a-tetrahydro-7-(phenylmethoxy)-12-[[(2R)-tetrahydro-2-furanyl]carbonyl]-1H-[1,4]oxazino[3,4-c]pyrido[2,1-f][1,2,4]triazine-6,8-dione C1(=CC=CC=C1)COC=1C(C=CN2N([C@H]3N(C(C21)=O)CCOC3)C(=O)[C@@H]3OCCC3)=O